C(#N)[C@H]1N(CC(C1)(F)F)C(CNC(=O)C1=CC=NC2=CC=C(C=C12)/C=C/C1=CC=C(OCCCN2CCN(CC2)C(CNC(OC(C)(C)C)=O)=O)C=C1)=O (S,E)-tert-butyl 2-(4-(3-(4-(2-(4-(2-(2-cyano-4,4-difluoropyrrolidin-1-yl)-2-oxoethylcarbamoyl)quinolin-6-yl) vinyl)phenoxy)propyl)piperazin-1-yl)-2-oxoethylcarbamate